C(C1=CC=CC=C1)(C1=CC=CC=C1)NC(CC1N(C(CC1)=O)CC1=C(C(=CC=C1)F)F)=O N-benzhydryl-2-[1-[(2,3-difluorophenyl)methyl]-5-oxopyrrolidin-2-yl]acetamid